(R)-1-(4-((1-(3-(difluoromethyl)-2-fluorophenyl)ethyl)amino)-7-((1-methylazetidin-3-yl)oxy)pyrido[2,3-d]pyrimidin-6-yl)cyclopropane-1-carbonitrile FC(C=1C(=C(C=CC1)[C@@H](C)NC=1C2=C(N=CN1)N=C(C(=C2)C2(CC2)C#N)OC2CN(C2)C)F)F